(3S)-3-[4-[[[2-Azido-3-(methoxycarbonyl)phenyl]methylene]amino]phenyl]-1-piperidinecarboxylic acid 1,1-dimethylethylester CC(C)(C)OC(=O)N1C[C@@H](CCC1)C1=CC=C(C=C1)N=CC1=C(C(=CC=C1)C(=O)OC)N=[N+]=[N-]